BrC=1C(=NNC1C(C)(C)C)C(C)(C)C 4-bromo-3,5-di-tert-butyl-1H-pyrazole